COC1=C(CNC2=NC=NC3=C(C=CC=C23)C(=O)NC2=C3C=CN=C(C3=CC=C2C)NC2=C(C=CC(=C2)S(=O)(=O)C)F)C=CC(=C1)OC 4-((2,4-dimethoxybenzyl)amino)-N-(1-((2-fluoro-5-(methylsulfonyl)phenyl)amino)-6-methylisoquinolin-5-yl)quinazoline-8-carboxamide